2,5-bis(7-methoxyspiro[chromane-2,1'-cyclohexan]-8-yl)thiophene COC1=CC=C2CCC3(CCCCC3)OC2=C1C=1SC(=CC1)C=1C(=CC=C2CCC3(CCCCC3)OC12)OC